C(C)N1N=NC2=C1C=CC(=C2C)CCC(=O)O 3-(1-ethyl-4-methyl-1H-benzo[d][1,2,3]triazol-5-yl)propanoic acid